ClC1=C(C=C2C=C(N=CC2=C1)C1(CC1)C(=O)N)C1C(CNCC1)F (7-chloro-6-(3-fluoropiperidin-4-yl)isoquinolin-3-yl)cyclopropanecarboxamide